imino[6-(8-methoxyquinazolin-4-yl)-2,6-diazaspiro[3.4]octan-2-yl]methyl-λ6-sulfanone N=S(=O)CN1CC2(C1)CN(CC2)C2=NC=NC1=C(C=CC=C21)OC